Sodium (S)-5-(4'-((tert-butoxycarbonyl)amino)-4'H,6'H-spiro[piperidine-4,5'-pyrrolo[1,2-b]pyrazol]-1-yl)imidazo[1,2-c]pyrimidine-8-thiolate C(C)(C)(C)OC(=O)N[C@H]1C2(CN3N=CC=C31)CCN(CC2)C2=NC=C(C=3N2C=CN3)[S-].[Na+]